tetrahydro-2H-pyran-4-yl {[(2S,5R)-2-carbamoyl-3-methyl-7-oxo-1,6-diazabicyclo[3.2.1]oct-3-en-6-yl]oxy}(fluoro)acetate C(N)(=O)[C@H]1N2C(N([C@H](C=C1C)C2)OC(C(=O)OC2CCOCC2)F)=O